tert-butyl (2S,5R)-5-((tert-butoxycarbonyl)(5-(2-hydroxyethyl)-7-trityl-7H-pyrrolo[2,3-d]pyrimidin-4-yl)amino)-2-methylpiperidine-1-carboxylate C(C)(C)(C)OC(=O)N([C@@H]1CC[C@@H](N(C1)C(=O)OC(C)(C)C)C)C=1C2=C(N=CN1)N(C=C2CCO)C(C2=CC=CC=C2)(C2=CC=CC=C2)C2=CC=CC=C2